6-Methoxy-1-toluenesulfonyl-1H-indazol-5-ol COC1=C(C=C2C=NN(C2=C1)S(=O)(=O)CC1=CC=CC=C1)O